FC=1C=C(C=CC1C1CNCCO1)NC(=O)OC1CN(C1)C=1C(=C(C(=O)OC)C=CC1)N1C=CC=C1 Methyl 3-(3-(((3-fluoro-4-(morpholin-2-yl)phenyl)carbamoyl)oxy)azetidin-1-yl)-2-(1H-pyrrol-1-yl)benzoate